C12OC3CC(CC(C1)C3)C2 (1r,3s,5R,7S)-2-oxaadamantan